NC1=NN(C=C1C(=O)NC1CCC(CC1)NC1=CC=CC=2N1C=C(N2)C(F)(F)F)C 3-amino-1-methyl-N-[(1s,4s)-4-{[2-(trifluoromethyl)imidazo[1,2-a]pyridin-5-yl]amino}cyclohexyl]-1H-pyrazole-4-carboxamide